tert-butyl (tert-butoxycarbonyl)(5-(4-(dimethylcarbamoyl)phenyl)-3-(3-(4-(guanidinomethyl)phenyl)isoxazol-5-yl)pyrazin-2-yl)carbamate C(C)(C)(C)OC(=O)N(C(OC(C)(C)C)=O)C1=NC=C(N=C1C1=CC(=NO1)C1=CC=C(C=C1)CNC(=N)N)C1=CC=C(C=C1)C(N(C)C)=O